CCC(C)[C@@](C)(C(=O)O)N L-alpha-methyl-isoleucine